ClC=1C(=C(C=CC1)[C@@H]1N(OCC1)C1=CC(=NC=N1)NC=1C(=CC(=C(C1)NC(C=C)=O)N1CCC(CC1)N1CCOCC1)OC)C N-(5-((6-((R)-3-(3-chloro-2-methylphenyl)isoxazolidine-2-yl)pyrimidine-4-yl)amino)-4-methoxy-2-(4-morpholinopiperidine-1-yl)phenyl)acrylamide